(2S,3S,4R,5S)-3,4,5-triacetoxytetrahydrofuran-2-carboxylic acid methyl ester COC(=O)[C@H]1O[C@H]([C@@H]([C@@H]1OC(C)=O)OC(C)=O)OC(C)=O